FC(C1CCC(CC1)C(=O)[O-])(F)F 4-(trifluoromethyl)cyclohexane-1-carboxylate